4-Fumaryl-acetoacetate C(C(=O)CC(=O)O)C(=O)/C=C\C(=O)O